OC(C(=O)N[C@H](CO)[C@H](O)C(CCCCCCCCCCCCCC)O)CCCCCCCCCCCCCCCCCCCCCCCCCCCCCCCCC N-(2-hydroxypentatriacontanoyl)-4R-hydroxysphinganine